5-methyl-2-((6-(piperazin-1-yl)pyridazin-3-yl)amino)pyrimidine CC=1C=NC(=NC1)NC=1N=NC(=CC1)N1CCNCC1